NC1CC2(CC(C2)NC=2C=CC(=NC2C)N(CCNCC(F)(F)F)C)C1 N5-(6-aminospiro[3.3]heptan-2-yl)-N2,6-dimethyl-N2-(2-((2,2,2-trifluoroethyl)amino)ethyl)pyridine-2,5-diamine